OC(/C=C/C1CN(CC1)C(=O)OC(C)(C)C)C1=CC=C(C=C1)C(F)(F)F tert-butyl (E)-3-(3-hydroxy-3-(4-(trifluoromethyl)phenyl)prop-1-en-1-yl)pyrrolidine-1-carboxylate